N-4-methoxybenzylpiperazine COC1=CC=C(CN2CCNCC2)C=C1